ClC1=CC(=C(N=N1)C(=O)NC([2H])([2H])[2H])NC1=NC(=CC=C1S(=O)(=O)C)Cl 6-Chloro-4-((6-chloro-3-(methylsulfonyl)pyridin-2-yl)amino)-N-(methyl-d3)pyridazine-3-carboxamide